2-(2-[2-[(4-bromopyridin-2-yl)oxy]ethoxy]ethoxy)ethan-1-ol BrC1=CC(=NC=C1)OCCOCCOCCO